C1CCC2=C(C=3CCCC3C=C12)NC(=O)N=S(=O)(N)C=1SC=C2C1CCC(C2)OC N'-((1,2,3,5,6,7-hexahydro-s-indacen-4-yl)carbamoyl)-5-methoxy-4,5,6,7-tetrahydrobenzo[c]thiophene-1-sulfonimidamide